(3-amino-5-(4-methoxyphenyl)-1H-pyrazol-1-yl)(3,4,5-trimethoxyphenyl)methanone NC1=NN(C(=C1)C1=CC=C(C=C1)OC)C(=O)C1=CC(=C(C(=C1)OC)OC)OC